4-(5-(2,2-diethyl-4-oxochroman-6-yl)-1,2,4-oxadiazol-3-yl)-N-methylbenzene-sulfonamide C(C)C1(OC2=CC=C(C=C2C(C1)=O)C1=NC(=NO1)C1=CC=C(C=C1)S(=O)(=O)NC)CC